P(=O)([O-])(O)O.[Na+] mono-sodium phosphate